4,4'-((5,6-di([1,1'-biphenyl]-2-yl)-4-(2-(pyridin-3-yl)phenyl)pyridine-2,3-diyl)bis(9H-carbazole-9,3-diyl))bis(N,N-diphenylaniline) C1(=C(C=CC=C1)C=1C(=C(C(=NC1C1=C(C=CC=C1)C1=CC=CC=C1)N1C2=CC=CC=C2C=2C=C(C=CC12)C1=CC=C(N(C2=CC=CC=C2)C2=CC=CC=C2)C=C1)N1C2=CC=CC=C2C=2C=C(C=CC12)C1=CC=C(N(C2=CC=CC=C2)C2=CC=CC=C2)C=C1)C1=C(C=CC=C1)C=1C=NC=CC1)C1=CC=CC=C1